Cl.ClC1=C(C=CC=C1C1=NC=C(C=C1)Cl)[C@@]1(CC(N(C(N1)=N)[C@H]1C[C@H](S(CC1)(=O)=O)C)=O)C |o1:22,24| (6S)-6-[2-Chloro-3-(5-chloro-pyridin-2-yl)phenyl]-2-imino-6-methyl-3-[(2R*,4R*)-2-methyl-1,1-dioxothian-4-yl]hexahydro-pyrimidin-4-one hydrochloride